2-({4-[N-(3-Cyano-4-fluorophenyl)-N'-hydroxycarbamimidoyl]-1,2,5-oxadiazol-3-yl}sulfanyl)-N-oxetan-3-ylacetamid C(#N)C=1C=C(C=CC1F)NC(=NO)C=1C(=NON1)SCC(=O)NC1COC1